N-stearoyl-L-glutamic acid mono-sodium salt [Na+].C(CCCCCCCCCCCCCCCCC)(=O)N[C@@H](CCC(=O)O)C(=O)[O-]